Cl.COC=1C=C(C=CC1)C1=NN2C(CNCC2)=C1C1=CC=NC=C1 2-(3-methoxyphenyl)-3-(pyridin-4-yl)-4,5,6,7-tetrahydropyrazolo[1,5-a]pyrazine hydrochloride